2-(2-oxopyridine-1(2H)-yl)acetic acid methyl ester COC(CN1C(C=CC=C1)=O)=O